FC1=C(C(=CC(=C1)F)F)SSC1=CC=CC=C1 phenyl (2,4,6-trifluorophenyl) disulfide